4-((6-amino-7-(((1R,5S,6s)-3-methyl-3-azabicyclo[3.1.0]hexan-6-yl)ethynyl)quinazolin-4-yl)amino)-2-chlorophenol NC=1C=C2C(=NC=NC2=CC1C#CC1[C@@H]2CN(C[C@H]12)C)NC1=CC(=C(C=C1)O)Cl